1-(3-phenylpropyl)guanidine C1(=CC=CC=C1)CCCNC(=N)N